N-(1-cyanocyclopropyl)-8-(4-(3-hydroxycyclobutane-1-carbonyl)piperazin-1-yl)-3-(5-(trifluoromethyl)-1,3,4-thiadiazol-2-yl)imidazo[1,5-a]pyridine-6-sulfonamide C(#N)C1(CC1)NS(=O)(=O)C=1C=C(C=2N(C1)C(=NC2)C=2SC(=NN2)C(F)(F)F)N2CCN(CC2)C(=O)C2CC(C2)O